4-chloro-7,9-difluoro-2-methyl-5H-pyrimido[5,4-b]indole ClC1=NC(=NC2=C1NC=1C=C(C=C(C21)F)F)C